bromophenyl-sulfonyl chloride BrC1=C(C=CC=C1)S(=O)(=O)Cl